C[C@@H](CO)O The molecule is a propane-1,2-diol. It has a role as a human metabolite and an Escherichia coli metabolite. It is an enantiomer of a (R)-propane-1,2-diol.